CC1=NC(=CC(=C1)C=1C=C(C=CC1)C=1N=C(SC1)NC(=O)[C@H]1N(CC1)C(=O)C=1SC(=CC1)C)C (S)-N-(4-(3-(2,6-dimethylpyridin-4-yl)phenyl)thiazol-2-yl)-1-(5-methylthiophene-2-carbonyl)azetidine-2-carboxamide